COC1=NC(=NC(=C1)OC)N1C(SC2=C1C=CC(=C2)F)=O 3-(4,6-dimethoxypyrimidin-2-yl)-6-fluoro-2-oxo-2,3-dihydrobenzothiazol